lauroylmethyl-β-alanine sodium salt [Na+].C(CCCCCCCCCCC)(=O)N(CCC(=O)[O-])C